COC1=C(C=CC=C1)C1=NC2=C(C(O1)=O)C=CC=C2 2-o-methoxyphenyl-3,1-benzoxazine-4-one